2-(bromomethyl)-4-fluorobenzonitrile BrCC1=C(C#N)C=CC(=C1)F